FC(C(=O)O)(F)F.COC(C1=C(C=CC=C1)F)=O 2-fluoro-benzoic acid methyl ester trifluoroacetate